CCSN(C(=O)NC=1C=C2C(=CNC2=CC1)C1CCN2CCCC2C1)C1=CC=CC=C1 N-(2-ethylthio)phenyl-N'-(3-(octahydroindolizin-7-yl)-1H-indol-5-yl)urea